8-cyclopropyl-2-(methylsulfonyl)pyrido[3,4-d]pyrimidine C1(CC1)C1=NC=CC2=C1N=C(N=C2)S(=O)(=O)C